N-[3-[5-chloro-2-(difluoromethoxy)phenyl]-1-[(2E)-4-(morpholin-4-yl)but-2-en-1-yl]-1H-pyrazol-4-yl]pyrazolo[1,5-a]pyrimidine-3-carboxamide ClC=1C=CC(=C(C1)C1=NN(C=C1NC(=O)C=1C=NN2C1N=CC=C2)C\C=C\CN2CCOCC2)OC(F)F